2,3-bis([1,1'-biphenyl]-4-yl)-5-chloropyrazine C1(=CC=C(C=C1)C1=NC=C(N=C1C1=CC=C(C=C1)C1=CC=CC=C1)Cl)C1=CC=CC=C1